BrC1=NN2C(CN([C@@H](C2)C)C(=O)OC(C)(C)C)=C1C1=CC=NC=C1 |r| racemic-tert-butyl (6RS)-2-bromo-6-methyl-3-(pyridin-4-yl)-6,7-dihydropyrazolo[1,5-a]pyrazine-5(4H)-carboxylate